C(#N)C1=NN(C2=CC(=CC(=C12)C=1C=CC(=NC1)N1CC2N(C(C1)C2)C(=O)O)OC[C@@H](C)O)C 3-(5-(3-cyano-6-((R)-2-hydroxypropoxy)-1-methyl-1H-indazol-4-yl)-pyridin-2-yl)-3,6-diazabicyclo[3.1.1]heptane-6-carboxylic acid